2-(1-Benzylpiperidin-4-yl)-1-(3,3,5-trimethyl-2,3-dihydro-1H-pyrrolo[3,2-b]pyridin-1-yl)ethanone C(C1=CC=CC=C1)N1CCC(CC1)CC(=O)N1CC(C2=NC(=CC=C21)C)(C)C